OC1C2(C(N(C(C1(CN(C2)CC2=CC=CC(=N2)C(=O)O)C(=O)OC)C2=NC=CC=C2)CC2=CC=CC(=N2)C(=O)O)C2=NC=CC=C2)C(=O)OC 6,6'-[{9-hydroxy-1,5-bis-(methoxycarbonyl)-2,4-di(pyridin-2-yl)-3,7-diazabicyclo[3.3.1]nonane-3,7-diyl}bis(methylene)]dipicolinic acid